ClC1=C(C(=CC(=C1)F)Cl)C1=C2CCCOC2=C(C=C1)C[C@@H]1N=C([C@H](N=C1OC)C(C)C)OC (2S,5R)-2-((5-(2,6-dichloro-4-fluorophenyl)chroman-8-yl)methyl)-5-isopropyl-3,6-dimethoxy-2,5-dihydropyrazine